C1(CC1)C=1N=C(SC1C(=O)OCC)C1=CC=2N(C=C1)N=CC2C=2C(=NN(C2C)C)C ethyl 4-cyclopropyl-2-[3-(1,3,5-trimethylpyrazol-4-yl)pyrazolo[1,5-a]pyridin-5-yl]thiazole-5-carboxylate